CCC=CBr bromobutene